C[C@@H]1CC[C@H]2C([C@H]3[C@@H](CC[C@]12C3)C)(C)C (3R,3aS,6R,7R,8aS)-3,6,8,8-tetramethyloctahydro-1H-3a,7-methanoazulen